4-fluoro-2-[6-(6-{[(2S)-1-(1H-tetrazol-1-yl)propan-2-yl]oxy}pyridin-2-yl)imidazo[1,2-b]pyridazin-3-yl]benzonitrile FC1=CC(=C(C#N)C=C1)C1=CN=C2N1N=C(C=C2)C2=NC(=CC=C2)O[C@H](CN2N=NN=C2)C